CC1(OB(OC1(C)C)C1=C2N(N=C1)CCC2)C 3-(4,4,5,5-tetramethyl-1,3,2-dioxaborolan-2-yl)-5,6-dihydro-4H-pyrrolo[1,2-b]pyrazole